3-(9H-Fluoren-9-ylmethoxycarbonylamino)-3-(methoxy-methyl-carbamoyl)-azetidine-1-carboxylic acid tert-butyl ester C(C)(C)(C)OC(=O)N1CC(C1)(C(N(C)OC)=O)NC(=O)OCC1C2=CC=CC=C2C=2C=CC=CC12